CC1=C(C=CC(=C1)C)[C@@H](C)C1=CC=CC=C1 (S)-2,4-dimethyl-1-(1-phenylethyl)benzene